4'-azido-guanosine N(=[N+]=[N-])[C@]1([C@H]([C@H]([C@@H](O1)N1C=NC=2C(=O)NC(N)=NC12)O)O)CO